8-((2S,4S,SR)-5-Ethyl-2-methyl-4-(3-(trifluoromethyl)phenoxy)piperidin-1-yl)-5-methyl-6-oxo-5,6-dihydro-1,5-naphthyridin-2-carbonitril C(C)[C@@H]1[C@H](C[C@@H](N(C1)C1=CC(N(C=2C=CC(=NC12)C#N)C)=O)C)OC1=CC(=CC=C1)C(F)(F)F |&1:2|